FC=1C=C(C=CC1OC(F)(F)F)NC(CC1CCN(CC1)C(C(C)C)=O)=O N-(3-fluoro-4-(trifluoromethoxy)phenyl)-2-(1-isobutyrylpiperidin-4-yl)acetamide